(R)-5-amino-N-(1-(pyrimidin-2-yl)ethyl)-N-((5-(trifluoromethyl)pyridin-2-yl)methyl)-[1,2,4]triazolo[4,3-c]quinazoline-9-carboxamide NC1=NC=2C=CC(=CC2C=2N1C=NN2)C(=O)N(CC2=NC=C(C=C2)C(F)(F)F)[C@H](C)C2=NC=CC=N2